(1-methylcyclopropyl)-1H-indazol-3-amine CC1(CC1)N1N=C(C2=CC=CC=C12)N